FC1=NNC2=CC(=C(C=C12)F)/C=C/C(=O)NC=1C=C(C=C(C1C)F)CCC(=O)O (E)-3-(3-(3-(3,5-difluoro-1H-indazol-6-yl)acrylamido)-5-fluoro-4-methylphenyl)propanoic acid